3-iodo-1H-indazole IC1=NNC2=CC=CC=C12